[Cl-].[Cl-].C(CCC)C1C(=C(C2=CC=CC=C12)C1=CC=CC=C1)[Zr+2]C=1C(C2=CC=CC=C2C1C1=CC=CC=C1)CCCC bis(1-butyl-3-phenylindenyl)zirconium dichloride